NC1=C(C=C(C=N1)C=1C=C2N(N1)CC[C@]21CN(CC1)C(C1=CC=CC(=N1)O)C1CC1)C(F)(F)F 6-({(3R)-2'-[6-amino-5-(trifluoromethyl)pyridin-3-yl]-5',6'-dihydrospiro[pyrrolidine-3,4'-pyrrolo[1,2-b]pyrazol]-1-yl}(cyclopropyl)methyl)pyridin-2-ol